1-(4-ethylphenyl)-2,4-dimethyl-1H-imidazole-5-carboxylic acid C(C)C1=CC=C(C=C1)N1C(=NC(=C1C(=O)O)C)C